2-(2-nitrophenyl-sulfenyl)-3-methylindole [N+](=O)([O-])C1=C(C=CC=C1)SC=1NC2=CC=CC=C2C1C